6-(3-cyanopyrrolo[1,2-b]pyridazin-7-yl)-4-(((1r,4R)-4-(1-(difluoromethyl)-1H-1,2,4-triazol-3-yl)cyclohexyl)amino)-N-((R)-2-fluoro-3-hydroxy-3-methylbutyl)nicotinamide C(#N)C1=CC=2N(N=C1)C(=CC2)C2=NC=C(C(=O)NC[C@H](C(C)(C)O)F)C(=C2)NC2CCC(CC2)C2=NN(C=N2)C(F)F